3-[[4-(8-chloro-4-oxo-1H-quinolin-2-yl)phenoxy]methyl]benzoic acid ClC=1C=CC=C2C(C=C(NC12)C1=CC=C(OCC=2C=C(C(=O)O)C=CC2)C=C1)=O